N[C@H]1CS(C2=C(N(C1=O)CC1=CC=C(C=C1)Cl)C=C(C=C2)C=2OC(=NN2)C(C([2H])([2H])[2H])(C([2H])([2H])[2H])C([2H])([2H])[2H])(=O)=O (3R)-3-amino-5-[(4-chlorophenyl)methyl]-1,1-dioxo-7-[5-[2,2,2-trideuterio-1,1-bis(trideuteriomethyl)ethyl]-1,3,4-oxadiazol-2-yl]-2,3-dihydro-1lambda6,5-benzothiazepin-4-one